COC1=CC=CC(=C1C1=C(C=CC=C1OC)P(C1=CC(=C(C(=C1)OC)OC)OC)C1=CC(=C(C(=C1)OC)OC)OC)P(C1=CC(=C(C(=C1)OC)OC)OC)C1=CC(=C(C(=C1)OC)OC)OC (6,6'-dimethoxybiphenyl-2,2'-diyl)bis[bis(3,4,5-trimethoxyphenyl)phosphine]